C(C)(C)C1=C2C=C(N=CC2=C(C=C1)N1[C@@H]([C@H](C1)CS(=O)(=O)C)C)NC1=NC(=NC=N1)N1CCC(CC1)(OC)CO (1-(4-((5-isopropyl-8-((2R,3S)-2-methyl-3-((methylsulfonyl)methyl)azetidin-1-yl)isoquinolin-3-yl)amino)-1,3,5-triazin-2-yl)-4-methoxypiperidin-4-yl)methanol